N-Methylpyrrolium triflate [O-]S(=O)(=O)C(F)(F)F.C[NH+]1C=CC=C1